o-toluyl acetate C(C)(=O)OC1=C(C=CC=C1)C